COC=1C=C(C=C2CCN(C(C12)=O)CC(F)(F)F)C1=CN=C2N1C=CC(=C2)OCCN2CCCC2 8-methoxy-6-[7-(2-pyrrolidin-1-ylethoxy)imidazo[1,2-a]pyridin-3-yl]-2-(2,2,2-trifluoroethyl)-3,4-dihydroisoquinolin-1-one